ethyl 2-(2-aminothiazol-5-yl)-acetate NC=1SC(=CN1)CC(=O)OCC